(R)-3-methyl-4-(7-(methylsulfonyl)-2-(1H-pyrazol-3-yl)-6,7,8,9-tetrahydro-1,3,7,9a-tetraazabenzo[cd]azulene-4-yl)morpholine C[C@H]1N(CCOC1)C=1C=C2C3=C(C(=NN3CCN(C2)S(=O)(=O)C)C2=NNC=C2)N1